tert-Butyl (3-cyano-7-fluorothieno[3,2-c]pyridin-2-yl)carbamate C(#N)C1=C(SC2=C1C=NC=C2F)NC(OC(C)(C)C)=O